(R)-5-{4-[4-(5-fluorobenzo[d]isoxazol-3-yl)piperidine-1-carbonyl]phenyl}-5-isopropylimidazolidine-2,4-dione FC=1C=CC2=C(C(=NO2)C2CCN(CC2)C(=O)C2=CC=C(C=C2)[C@@]2(C(NC(N2)=O)=O)C(C)C)C1